3-fluoro-5-methyl-benzylamine FC=1C=C(CN)C=C(C1)C